N1=CC=CC2=CC(=CC=C12)NC(=O)NC=1C=C2C=CC=NC2=CC1 1,3-di(quinolin-6-yl)-urea